2-(3-(3-Chloro-4-((3,5-difluoropyridin-2-yl)methoxy)-3'-fluoro-5',6-dimethyl-2-oxo-2H-[1,4'-bipyridin]-2'-yl)phenyl)-2-methylpropanamide ClC=1C(N(C(=CC1OCC1=NC=C(C=C1F)F)C)C1=C(C(=NC=C1C)C=1C=C(C=CC1)C(C(=O)N)(C)C)F)=O